1-methyl-6-(trifluoromethyl)indazole-3-carboxylic acid CN1N=C(C2=CC=C(C=C12)C(F)(F)F)C(=O)O